CC(CC(=O)C1N(CC(C1)O)CC1=CC2=CC=C(C=C2C=C1)Cl)(C)C 3,3-dimethylbutyryl-N-((6-chloronaphthalen-2-yl)methyl)-4-hydroxypyrrolidine